2-[4-(azetidin-3-yl)phenyl]-5-(trifluoromethyl)pyrazine RHODIUM(I) [Rh+].N1CC(C1)C1=CC=C(C=C1)C1=NC=C(N=C1)C(F)(F)F